ClC=1N=C(C2=C(N1)N=C1C(=C2C)CCC1)NCC 2-chloro-N-ethyl-5-methyl-7,8-dihydro-6H-cyclopenta[5,6]pyrido[2,3-d]pyrimidin-4-amine